BrC1=CC=C(C(=O)NC2=C(C=CC=C2)CCCC(=O)O)C=C1 4-[N-(4-bromobenzoyl)aminophenyl]butyric acid